BrC=1C=NC=2CCN(CC2C1)C1=NC(=NC2=CC=C(C=C12)Cl)C 4-(3-bromo-7,8-dihydro-5H-1,6-naphthyridin-6-yl)-6-chloro-2-methyl-quinazoline